methyl 3-amino-2-(2-((4-(trifluoromethyl)phenyl)amino)pyrimidin-4-yl)benzoate NC=1C(=C(C(=O)OC)C=CC1)C1=NC(=NC=C1)NC1=CC=C(C=C1)C(F)(F)F